(S)-2-amino-3-(4-(5-oxo-4,5-dihydro-1,2,4-oxadiazol-3-yl)phenyl)propanoic acid N[C@H](C(=O)O)CC1=CC=C(C=C1)C1=NOC(N1)=O